CN1C(NC(C(=C1)C(=O)O)=O)=O 1,2,3,4-Tetrahydro-1-methyl-2,4-dioxo-5-pyrimidinecarboxylic acid